1-(10-Bromo-7,8-dichloro-5,5-dimethyl-2-oxo-1,2,3,4,5,6-hexahydroazepino[4,5-b]indol-1-yl)pyrrolidine-2,5-dione BrC=1C=2C3=C(NC2C(=C(C1)Cl)Cl)C(CNC(C3N3C(CCC3=O)=O)=O)(C)C